(R)-2-(6-(4-(2-((tetrahydro-2H-pyran-4-yl)methoxy)phenyl)piperidin-1-yl)-2-azaspiro[3.4]octan-2-yl)-1,3,4-oxadiazole O1CCC(CC1)COC1=C(C=CC=C1)C1CCN(CC1)[C@H]1CC2(CN(C2)C=2OC=NN2)CC1